O=C(CC(=O)OC(C)(C)C)CC(=O)OC(C)(C)C di-tert-butyl 3-oxopentanedioate